FC(OC1=C(N)C=CC(=C1)C=1C=NN(C1)C)F 2-(difluoromethoxy)-4-(1-methyl-1H-pyrazol-4-yl)aniline